1-(2-(6-chloro-3-methoxyquinolin-8-yl)-7,8-dihydro-[1,4]dioxino[2',3':3,4]benzo[1,2-d]thiazol-4-yl)-2,2-dimethylpropan-1-ol ClC=1C=C2C=C(C=NC2=C(C1)C=1SC2=C(N1)C(=CC1=C2OCCO1)C(C(C)(C)C)O)OC